FC1(CC(C1)NC=1C=C(C#N)C=C(N1)N1N=C(C=C1C)C)F 2-((3,3-difluorocyclobutyl)amino)-6-(3,5-dimethyl-1H-pyrazol-1-yl)isonicotinonitrile